Mannose phosphate sodium salt [Na+].P(=O)([O-])([O-])[O-].O=C[C@@H](O)[C@@H](O)[C@H](O)[C@H](O)CO.[Na+].[Na+]